O1C(=CC=C1)CC1C[C@H](NC1)C(=O)O gamma-(2-furylmethyl)-proline